C(C)(C)(C)OC(=O)N1C=CC2=CC=CC=C12 indole-1-carboxylic acid tert-butyl ester